9-(3-fluorobicyclo[1.1.1]pentan-1-yl)non-8-enoic acid FC12CC(C1)(C2)C=CCCCCCCC(=O)O